C1(NC(C2=C3C=4C(=CC=C13)C1=CC=CC=C1OC4C=C2)=O)=O 1H-xantheno[2,1,9-def]isoquinoline-1,3(2H)-dione